C(=O)(OC(C)(C)C)C1NCCC=2C3=CC=CC=C3NC12 Boc-(3S)-1,2,3,4-tetrahydro-β-carboline